Beta-phenylbutyrate C1(=CC=CC=C1)C(CC(=O)[O-])C